N-(4-(trifluoromethyl)benzyl)-1,2,3,4-tetrahydroisoquinoline-3-carboxamide FC(C1=CC=C(CNC(=O)C2NCC3=CC=CC=C3C2)C=C1)(F)F